1-(7-((Pyridin-3-ylmethyl)amino)quinazolin-2-yl)-3-(quinolin-3-yl)urea N1=CC(=CC=C1)CNC1=CC=C2C=NC(=NC2=C1)NC(=O)NC=1C=NC2=CC=CC=C2C1